3-Amino-1-cyclohexyl-aminopropan NCCC(C1CCCCC1)N